BrC=1C=NN(C1)CC=1C=C(C=CC1OC)/C=C/C(=O)C1=CC=C(C=C1)O (E)-3-[3-[(4-Bromopyrazol-1-yl)methyl]-4-methoxyphenyl]-1-(4-hydroxyphenyl)prop-2-en-1-one